2-(2-chloro-3-(1-chloronaphthalen-2-yl)acrylamido)-5-fluorobenzoic acid ClC(C(=O)NC1=C(C(=O)O)C=C(C=C1)F)=CC1=C(C2=CC=CC=C2C=C1)Cl